N-(1-cyanocyclopropyl)-3-(5-(difluoromethyl)-1,3,4-thiadiazol-2-yl)-8-(1-isobutyryl-1,2,3,6-tetrahydropyridin-4-yl)imidazo[1,2-a]pyridine-6-sulfonamide C(#N)C1(CC1)NS(=O)(=O)C=1C=C(C=2N(C1)C(=CN2)C=2SC(=NN2)C(F)F)C=2CCN(CC2)C(C(C)C)=O